(R)-3-(2-(2-(6-(3-(1-(3-((4-methyl-5-(pyrimidin-4-yl)-4H-1,2,4-triazol-3-yl)methylamino)benzamido)ethyl)phenoxy)hexyloxy)ethoxy)ethoxy)propanoic acid CN1C(=NN=C1C1=NC=NC=C1)CNC=1C=C(C(=O)N[C@H](C)C=2C=C(OCCCCCCOCCOCCOCCC(=O)O)C=CC2)C=CC1